2'-(4-((1-(3-aminopropanoyl)piperidin-4-yl)(methyl)amino)-2-hydroxyphenyl)-[5,5'-bipyrimidin]-2(1H)-one NCCC(=O)N1CCC(CC1)N(C1=CC(=C(C=C1)C1=NC=C(C=N1)C=1C=NC(NC1)=O)O)C